ClC1=CC=C(C=C1)C=1C=C(C(N(N1)C=1C=NN(C1)C)=O)C(=O)N[C@H]1CCC2=CC=C(C=C12)F (S)-6-(4-chlorophenyl)-N-(6-fluoro-2,3-dihydro-1H-inden-1-yl)-2-(1-methyl-1H-pyrazol-4-yl)-3-oxo-2,3-dihydropyridazine-4-carboxamide